(2-isopropyl-4-(p-tert.butyl-phenyl)indenyl)(2-methyl-4-(p-tert.butyl-phenyl)indenyl)-zirconium dichloride [Cl-].[Cl-].C(C)(C)C=1C(C2=CC=CC(=C2C1)C1=CC=C(C=C1)C(C)(C)C)[Zr+2]C1C(=CC2=C(C=CC=C12)C1=CC=C(C=C1)C(C)(C)C)C